3-((trimethylsilyl)ethynyl)azetidine-1-carboxylic acid tert-butyl ester C(C)(C)(C)OC(=O)N1CC(C1)C#C[Si](C)(C)C